(R)-6-(benzyloxy)-8-(oxiran-2-yl)-2H-benzo[b][1,4]oxazin-3(4H)-one C(C1=CC=CC=C1)OC1=CC2=C(OCC(N2)=O)C(=C1)[C@H]1OC1